S1C(=NC2=C1C=CC=C2)C2=C(C=CC=C2)O 2-(1,3-benzothiazol-2-yl)phenol